C1(=CC=CC=C1)S(=O)(=O)NC=1C=C(C=CC1)/C=C/CCCCOC1=C(C=CC=C1)CCC(=O)O 3-[2-[(E)-6-[3-(Benzenesulfonamido)phenyl]hex-5-enoxy]phenyl]propanoic acid